C(#N)C1=CC=C(C=C1)N1C(=CC2=CC(=CC=C12)N1CCC2(CN(C2)C(=O)OC(C)(C)C)CC1)C1=CC(=C(C=C1)OC)F tert-butyl 7-(1-(4-cyanophenyl)-2-(3-fluoro-4-methoxyphenyl)-1H-indol-5-yl)-2,7-diazaspiro[3.5]nonane-2-carboxylate